3-(4-cyanobenzylidene)-5-(3,4,5-trimethoxybenzylidene)-N-(4-acetamidobenzenesulfonyl)-4-piperidone C(#N)C1=CC=C(C=C2CN(CC(C2=O)=CC2=CC(=C(C(=C2)OC)OC)OC)S(=O)(=O)C2=CC=C(C=C2)NC(C)=O)C=C1